C(#N)C1=CC(=C(COC2=CC=CC(=N2)C2=CC(=C(CC3=NC4=C(N3[C@H]3CO[C@H]5OCC[C@H]53)C=C(C=C4)C(=O)O)C=C2F)F)C=C1)F 2-(4-(6-((4-cyano-2-fluorobenzyl)oxy)pyridin-2-yl)-2,5-difluorobenzyl)-1-((3R,3aS,6aR)-hexahydrofuro[2,3-b]furan-3-yl)-1H-benzo[d]imidazole-6-carboxylic acid